C(C)(C)(C)C1=NN(C=C1C=O)C1=NC(=NC=C1C)NC1=C(C=C(C(=C1)[N+](=O)[O-])N1CCOCC1)OC 3-tert-butyl-1-(2-(2-methoxy-4-morpholino-5-nitrophenylamino)-5-methylpyrimidine-4-yl)-1H-pyrazole-4-carbaldehyde